COC1=C(C=CC=C1C=1C=NN(C1)[C@H]1[C@@H](COCC1)OC)C1=NN(C2=CN=C(C=C21)NC(=O)C2CC2)C N-(3-(2-methoxy-3-(1-((3S,4R)-3-methoxytetrahydro-2H-pyran-4-yl)-1H-pyrazol-4-yl)phenyl)-1-methyl-1H-pyrazolo[3,4-c]pyridin-5-yl)cyclopropanecarboxamide